5-(4-ethoxyphenylsulfonamido)-2-methylnaphtho[1,2-b]furan-3-carboxylic acid pentyl ester C(CCCC)OC(=O)C=1C2=C(OC1C)C1=CC=CC=C1C(=C2)NS(=O)(=O)C2=CC=C(C=C2)OCC